FC1=C(C=CC=C1F)[C@@H]1C[C@@H](C=2N1N=C(N2)S)F (5S,7S)-5-(2,3-difluorophenyl)-7-fluoro-6,7-dihydro-5H-pyrrolo[1,2-b][1,2,4]triazole-2-thiol